1-bromo-5-[2,8-dimethylimidazo[1,2-b]pyridazin-6-yl]phthalazine BrC1=NN=CC2=C(C=CC=C12)C=1C=C(C=2N(N1)C=C(N2)C)C